C(C)(=O)N1[C@H]([C@@H]([C@H](C2=CC(=CC=C12)C(=O)NCCO)NC1=NC(=C(C=C1)F)C)C)C1CC1 (2S,3R,4R)-1-acetyl-2-cyclopropyl-4-((5-fluoro-6-methylpyridin-2-yl)amino)-N-(2-hydroxyethyl)-3-methyl-1,2,3,4-tetrahydroquinoline-6-carboxamide